COC1=CC=C(COC2=NC3=CC=CC=C3C(=C2)C)C=C1 (4-methoxybenzyloxy)-4-methylquinoline